6-{[(3S)-3-(2,3-dichloro-6-fluorophenyl)pyrrolidin-3-yl]amino}-4-fluoro-2,3,3-trimethylisoindol-1-one hydrochloride Cl.ClC1=C(C(=CC=C1Cl)F)[C@@]1(CNCC1)NC1=CC(=C2C(N(C(C2=C1)=O)C)(C)C)F